benzyl 1-((perfluorophenyl)sulfonyl)azetidine-3-carboxylate FC1=C(C(=C(C(=C1F)F)F)F)S(=O)(=O)N1CC(C1)C(=O)OCC1=CC=CC=C1